ClC1=NC(=CC(=C1)CC(=O)OC)C1CC1 methyl (2-chloro-6-cyclopropylpyridin-4-yl)acetate